C(C(C)C)C1=CC=C(C=C1)CCC=O 3-(4-isobutyl-phenyl)-propanal